1,4-bis(2-(5-phenyloxazolyl))benzene C1=CC=C(C=C1)C2=CN=C(O2)C3=CC=C(C=C3)C4=NC=C(O4)C5=CC=CC=C5